ClC1=CC(N(C=C1)C[C@@H]1CCN(CC12CCCC2)C(=O)N2[C@@H](C[C@@H](CC2)NC2CC(C2)(F)F)C2=C(C=CC(=C2)F)F)=O 4-Chloro-1-(((R)-7-((2S,4R)-4-((3,3-difluorocyclobutyl)amino)-2-(2,5-difluorophenyl)piperidine-1-carbonyl)-7-azaspiro[4.5]decan-10-yl)methyl)pyridin-2(1H)-one